COC1=CC=C(CN2CC(N(CC2)C2CC3(C2)CCN(CC3)C(=O)OC(C)(C)C)C3=C(C=CC=C3)C)C=C1 tert-butyl 2-(4-(4-methoxybenzyl)-2-(o-tolyl) piperazin-1-yl)-7-azaspiro[3.5]nonane-7-carboxylate